CC1N(C(CCC1)C)CCCOC1=NC=C(C=C1NS(=O)(=O)C=1C=NC(=CC1)C)C1=CC=2C3=C(C=NC2C=C1)N(C(C31CCC1)=O)C N-(2-(3-(2,6-Dimethylpiperidin-1-yl)propoxy)-5-(3'-methyl-2'-oxo-2',3'-dihydrospiro[cyclobutane-1,1'-pyrrolo[2,3-c]quinolin]-8'-yl)pyridin-3-yl)-6-methylpyridine-3-sulfonamide